(1S,3aR,6aS)-2-((S)-2-fluoro-2-(3-fluorophenyl)propanoyl)-N-((R)-4-fluoro-3-oxo-1-((S)-2-oxopyrrolidin-3-yl)butan-2-yl)octahydrocyclopenta[c]pyrrole-1-carboxamide F[C@@](C(=O)N1[C@@H]([C@@H]2[C@H](C1)CCC2)C(=O)N[C@H](C[C@H]2C(NCC2)=O)C(CF)=O)(C)C2=CC(=CC=C2)F